NC=1C(=C2N=CC=NC2=CC1)N(S(=O)(=O)C)C N-(6-aminoquinoxalin-5-yl)-N-methylmethanesulfonamide